FC(C1=NN=C(O1)C1=CC=C2CN(C(C2=C1)=O)N(C(=O)Cl)CC1=CC=C(C=C1)F)F (6-(5-(difluoromethyl)-1,3,4-oxadiazol-2-yl)-1-oxo-1,3-dihydro-2H-isoindol-2-yl)((4-fluorophenyl)methyl)carbamoyl chloride